(±)-(1R,5S,7R)-7-(2-bromoethyl)spiro[bicyclo[3.2.0]heptane-6,2'-[1,3]dioxolan]-2-one BrCC[C@@H]1[C@@H]2C(CC[C@@H]2C12OCCO2)=O |r|